((R)-3-(4-Fluorophenyl)pyrrolidin-1-yl)(4-(2-methoxy-3-(1-methyl-1H-pyrazol-3-yl)propoxy)phenyl)methanon FC1=CC=C(C=C1)[C@@H]1CN(CC1)C(=O)C1=CC=C(C=C1)OCC(CC1=NN(C=C1)C)OC